FC=1C=C(C=NC1)NC(=O)C=1C=C2C(=NC1)NC=C2C=2C=C1C(=NC=NC1=CC2)N2CCN(CC2)C N-(5-fluoropyridin-3-yl)-3-(4-(4-methylpiperazin-1-yl)quinazolin-6-yl)-1H-pyrrolo[2,3-b]pyridine-5-carboxamide